1,1-bis(methacryloyloxymethyl)ethyl isocyanate C(C(=C)C)(=O)OCC(C)(COC(C(=C)C)=O)N=C=O